N-[6-(5-chloro-1,3-benzoxazol-2-yl)spiro[3.3]heptan-2-yl]-5-[(3,3-difluorocyclobutyl)methylsulfonyl]furan-2-carboxamide ClC=1C=CC2=C(N=C(O2)C2CC3(CC(C3)NC(=O)C=3OC(=CC3)S(=O)(=O)CC3CC(C3)(F)F)C2)C1